N-(3-(imidazo[4,5-d]pyrrolo[2,3-b]pyridin-1(6H)-yl)bicyclo[1.1.1]pentan-1-yl)-3-methylbutanamide N1(C=NC=2C1=C1C(=NC2)NC=C1)C12CC(C1)(C2)NC(CC(C)C)=O